ClC1=C(C=CC=C1)[C@H](C#N)O |r| racemic-(±)-2-(2-chlorophenyl)-2-hydroxyacetonitrile